CC1=NN2C(=NN=C(C2=C1)N[C@]1(CNCCC1)CC)C1=C(C=C(C=C1)C(F)(F)F)O (R)-2-(2-methyl-4-((l-m-ethylpiperidin-3-yl)amino)pyrazolo[1,5-d][1,2,4]triazin-7-yl)-5-(trifluoromethyl)phenol